1-[6-chloro-4-(piperazin-1-yl)quinazolin-7-yl]-N-(propan-2-yl)isoquinolin-3-amine ClC=1C=C2C(=NC=NC2=CC1C1=NC(=CC2=CC=CC=C12)NC(C)C)N1CCNCC1